FC1(CC2(C(NC3=CC=CC=C23)=O)C1)F 3,3-difluoro-2'-oxospiro[cyclobutane-1,3'-indoline]